(S)-3-isopropyl-N,N-dimethyl-2-oxo-1,2,3,5-tetrahydro-4H-benzo[e][1,4]diazepine-4-sulfonamide C(C)(C)[C@@H]1N(CC2=C(NC1=O)C=CC=C2)S(=O)(=O)N(C)C